4-(1-(4-(5-(difluoromethyl)-1,3,4-oxadiazol-2-yl)benzyl)-1H-1,2,3-triazol-4-yl)aniline FC(C1=NN=C(O1)C1=CC=C(CN2N=NC(=C2)C2=CC=C(N)C=C2)C=C1)F